3,5-dimethyl-2-(2-((1-methylpiperidin-3-yl)amino)-[1,2,4]triazolo[1,5-a]pyrimidin-5-yl)phenol CC=1C(=C(C=C(C1)C)O)C1=NC=2N(C=C1)N=C(N2)NC2CN(CCC2)C